NC1=C(C=C(C(=N1)F)C1=CC=C(C=C1)N1CCN(CC1)C(=O)OC(C)(C)C)C=1C=C2CCNC(C2=CC1F)=O tert-butyl 4-(4-(6-amino-2-fluoro-5-(7-fluoro-1-oxo-1,2,3,4-tetrahydroisoquinolin-6-yl)pyridin-3-yl)phenyl)piperazine-1-carboxylate